BrC=1C(=C2C(=NC1)NC(=N2)C2=CC=C(C=C2)N2CCN(CC2)CC=2N=CSC2)NC2CCN(CC2)CC 6-Bromo-N-(1-ethylpiperidin-4-yl)-2-{4-[4-(1,3-thiazol-4-ylmethyl)piperazin-1-yl]phenyl}-3H-imidazo[4,5-b]pyridin-7-amine